Cl.Cl.CN1CC2C(C1)CN(C2)N2C(CCC1=CC=CC=C21)=O (5-Methylhexahydropyrrolo[3,4-c]pyrrol-2(1H)-yl)-3,4-dihydroquinolin-2(1H)-one dihydrochloride